3-((5-fluoro-2-((4-(2-methoxyethoxy)phenyl)amino)pyrimidin-4-yl)amino)benzoic acid methyl ester COC(C1=CC(=CC=C1)NC1=NC(=NC=C1F)NC1=CC=C(C=C1)OCCOC)=O